N8-benzyl-N6-indan-2-yl-3-isopropyl-[1,2,4]triazolo[4,3-b]pyridazine-6,8-diamine C(C1=CC=CC=C1)NC=1C=2N(N=C(C1)NC1CC3=CC=CC=C3C1)C(=NN2)C(C)C